FC(OC1=C(C=C(C=C1)B1OC(C(O1)(C)C)(C)C)OCCC(C)(C)C)F 2-(4-(Difluoromethoxy)-3-(3,3-dimethylbutoxy)phenyl)-4,4,5,5-tetramethyl-1,3,2-dioxaborolane